1-[(1R)-1-cyclobutylethyl]-1H-imidazole-4-carboxylic acid ethyl ester C(C)OC(=O)C=1N=CN(C1)[C@H](C)C1CCC1